4-bromo-6-fluoro-2-methyl-2,3-dihydro-1H-isoindole BrC1=C2CN(CC2=CC(=C1)F)C